tert-butyl (2R,4R)-4-((6-((1-(tert-butyl)-3-methyl-1H-pyrazol-5-yl)amino)-3-fluoro-4-formylpyridin-2-yl)methyl)-1-(3-chloro-2-fluorobenzyl)-2-methylpiperidine-4-carboxylate C(C)(C)(C)N1N=C(C=C1NC1=CC(=C(C(=N1)C[C@@]1(C[C@H](N(CC1)CC1=C(C(=CC=C1)Cl)F)C)C(=O)OC(C)(C)C)F)C=O)C